N-(2-(3,7-diazabicyclo[4.2.0]oct-3-yl)-5-fluoropyrimidin-4-yl)-1H-indazol-5-amine C12CN(CCC2NC1)C1=NC=C(C(=N1)NC=1C=C2C=NNC2=CC1)F